di-tert-butylsilanediyl bis(trifluoromethanesulfonate) FC(S(=O)(=O)O[Si](C(C)(C)C)(C(C)(C)C)OS(=O)(=O)C(F)(F)F)(F)F